NC=1C2=C(N=CN1)N(C(=C2Br)C#CC2CN(C2)C2CCN(CC2)C(=O)OC(C)(C)C)C tert-butyl 4-[3-(2-{4-amino-5-bromo-7-methyl-7H-pyrrolo[2,3-d]pyrimidin-6-yl}ethynyl)azetidin-1-yl]piperidine-1-carboxylate